ON=C(N)[C@H]1N(CCCC1)C(=O)OC(C)(C)C tert-butyl (S)-2-(N'-hydroxycarbamimidoyl)piperidine-1-carboxylate